6-Cyclopropanamido-4-{[3-methoxy-4-(5-methyl-1,2,4-oxadiazol-3-yl)pyridin-2-yl]amino}-N-(2H3)methylpyridazin-3-carboxamid C1(CC1)C(=O)NC1=CC(=C(N=N1)C(=O)NC([2H])([2H])[2H])NC1=NC=CC(=C1OC)C1=NOC(=N1)C